BrC1=C(C=CC=C1Cl)N1C=NN(C1=O)CO (4-(2-bromo-3-chlorophenyl)-5-oxo-4,5-dihydro-1H-1,2,4-triazol-1-yl)methanol